methylsulfonyloxy-palladium CS(=O)(=O)O[Pd]